2-[4-(2-bromophenyl)-2-oxo-chromen-7-yl]oxy-N,N-dimethyl-propanamide BrC1=C(C=CC=C1)C1=CC(OC2=CC(=CC=C12)OC(C(=O)N(C)C)C)=O